5-amino-8-(2,6-dimethyl-4-pyridyl)-2-[(5-methyl-1,2,4-oxadiazol-3-yl)methyl]-7-phenyl-[1,2,4]triazolo[4,3-c]pyrimidin-3-one NC1=NC(=C(C=2N1C(N(N2)CC2=NOC(=N2)C)=O)C2=CC(=NC(=C2)C)C)C2=CC=CC=C2